COC(C1=C(C(=C(C(=C1)Cl)O)O)OC([2H])([2H])[2H])=O 5-chloro-3,4-dihydroxy-2-(methoxy-d3)benzoic acid methyl ester